CC(C(=O)N)(CCC)C 2,2-dimethylpentanamide